tert-butyl 4,4-difluoro-3-(6-oxo-1-(2,2,2-trifluoroethyl)-1,6-dihydropyridin-3-yl)piperidine-1-carboxylate FC1(C(CN(CC1)C(=O)OC(C)(C)C)C1=CN(C(C=C1)=O)CC(F)(F)F)F